ClC=1C=C(C=NC1OC1=CC=C(C=C1)C)CN1C(C(=C(CC1)O)C(=O)NCC(=O)O)=O N-[(1-{[5-chloro-6-(4-methylphenoxy)-3-pyridinyl]methyl}-4-hydroxy-2-oxo-1,2,5,6-tetrahydro-3-pyridinyl)carbonyl]glycine